C1(CCCC1)CC=1C=NC=2N(C1)C(=C(N2)C2=NC(=NN2)C(F)(F)F)C2=CN=CN2 6-(cyclopentylmethyl)-3-(1H-imidazol-5-yl)-2-(3-(trifluoromethyl)-1H-1,2,4-triazol-5-yl)imidazo[1,2-a]pyrimidine